[Pd+2].C1(CCCCC1)P(C1CCCCC1)C1CCCCC1.C1(CCCCC1)P(C1CCCCC1)C1CCCCC1 trans-bis(tricyclohexylphosphine) palladium (II)